C1(CCCCCC1)[C@@H](C(=O)NC1=NC=C(C=C1)C1=C(N=NN1C1CC1)C)NC(=O)C1=CC=NN1C (S)-N-(1-cycloheptyl-2-((5-(1-cyclopropyl-4-methyl-1H-1,2,3-triazol-5-yl)pyridin-2-yl)amino)-2-oxoethyl)-1-methyl-1H-pyrazole-5-carboxamide